4-[4,7-difluoro-1-(pyrimidin-3-ylmethyl)benzoimidazol-2-yl]-1,2,5-oxadiazol-3-amine FC1=CC=C(C=2N(C(=NC21)C=2C(=NON2)N)CN2CN=CC=C2)F